5-bromo-N-(5-chloro-6-(2H-1,2,3-triazol-2-yl)pyridin-3-yl)-4-methyl-3,4-dihydroquinoxaline-1(2H)-carboxamide BrC1=C2N(CCN(C2=CC=C1)C(=O)NC=1C=NC(=C(C1)Cl)N1N=CC=N1)C